7,8-dimethoxy-2H-3-benzazepin-2-one COC1=CC=2C(=CC(N=CC2)=O)C=C1OC